FC(C1=NC2=C(N1C)C=C(C=C2)C#CC2=C1C=C(N=CC1=C(N=C2)NC([2H])([2H])[2H])NC(=O)C2CC2)F N-(5-((2-(difluoromethyl)-1-methyl-1H-benzo[d]imidazol-6-yl)ethynyl)-8-((methyl-d3)amino)-2,7-naphthyridin-3-yl)cyclopropanecarboxamide